2,5-diamino-1-ethylpyridinium hydrochloride Cl.NC1=[N+](C=C(C=C1)N)CC